CC1(CC1)NC(O[C@H]1CO[C@@H](C1)C=1C=NC(=NC1)NC1=CC=C(C=C1)S(N)(=O)=O)=O |r| rac-(3R,5S)-5-{2-[(4-sulfamoylphenyl)amino]pyrimidin-5-yl}oxolan-3-yl N-(1-methylcyclopropyl)carbamate